1-(4-(Bromomethyl)benzyl)pyridin-2(1H)-one BrCC1=CC=C(CN2C(C=CC=C2)=O)C=C1